[3-[(2S,5S)-2,5-bis[[4-(3-acetylsulfanylpropoxy)phenyl]methyl]-4-(3-acetylsulfanylpropyl)-3,6-dioxo-piperazin-1-yl]propyl] ethanethioate C(C)(OCCCN1[C@H](C(N([C@H](C1=O)CC1=CC=C(C=C1)OCCCSC(C)=O)CCCSC(C)=O)=O)CC1=CC=C(C=C1)OCCCSC(C)=O)=S